C(C1=CC=CC=C1)(C1=CC=CC=C1)NC(CC1N(C(CC1)=O)CC1=C(C=CC=C1)C)=O N-benzhydryl-2-[1-[(2-methylphenyl)methyl]-5-oxopyrrolidin-2-yl]acetamid